3,5-Bis(methylthio)-1-[3-(trimethoxysilyl)propyl]-1,2,4-triazole CSC1=NN(C(=N1)SC)CCC[Si](OC)(OC)OC